5-amino-2-[(6-amino-5-fluoro-2-pyridyl)methyl]-7-(4-fluorophenyl)-8-[2-(hydroxymethyl)-6-methyl-4-pyridyl]-[1,2,4]triazolo[4,3-c]pyrimidin-3-one NC1=NC(=C(C=2N1C(N(N2)CC2=NC(=C(C=C2)F)N)=O)C2=CC(=NC(=C2)C)CO)C2=CC=C(C=C2)F